3,7-dichloro-1H-pyrrolo[3,2-b]pyridine-5-carbonitrile ClC1=CNC=2C1=NC(=CC2Cl)C#N